The molecule is an amino heptasaccharide consisting of two N-acetyl-beta-D-glucosaminyl-(1->2)-alpha-D-mannose disaccharide units linked (1->3) and (1->6) to the mannose residue of a beta-D-mannosyl-(1->4)-N-acetyl-beta-D-glucosaminyl-(1->4)-N-acetyl-beta-D-glucosamine trisaccharide. The anomer of beta-D-GlcpNAc-(1->2)-alpha-D-Manp-(1->3)-[beta-D-GlcpNAc-(1->2)-alpha-D-Manp-(1->6)]-beta-D-Manp-(1->4)-beta-GlcpNAc-(1->4)-D-GlcpNAc in which the configuration at the anomeric centre of the reducing-end N-acetyl-D-glucosamine residue is beta. It has a role as an epitope. CC(=O)N[C@@H]1[C@H]([C@@H]([C@H](O[C@H]1O)CO)O[C@H]2[C@@H]([C@H]([C@@H]([C@H](O2)CO)O[C@H]3[C@H]([C@H]([C@@H]([C@H](O3)CO[C@@H]4[C@H]([C@H]([C@@H]([C@H](O4)CO)O)O)O[C@H]5[C@@H]([C@H]([C@@H]([C@H](O5)CO)O)O)NC(=O)C)O)O[C@@H]6[C@H]([C@H]([C@@H]([C@H](O6)CO)O)O)O[C@H]7[C@@H]([C@H]([C@@H]([C@H](O7)CO)O)O)NC(=O)C)O)O)NC(=O)C)O